(benzyloxy)-1-(4-fluoro-3-methylphenyl)-2-isopropyl-1H-indole C(C1=CC=CC=C1)OC1=C(N(C2=CC=CC=C12)C1=CC(=C(C=C1)F)C)C(C)C